methyl 2-((1r,4r)-4-(4-(tert-butoxycarbonyl)piperazin-1-yl)cyclohexyl)-5-(8,8-difluoro-5,6,7,8-tetrahydroquinoline-2-carboxamido)-2H-indazole-6-carboxylate C(C)(C)(C)OC(=O)N1CCN(CC1)C1CCC(CC1)N1N=C2C=C(C(=CC2=C1)NC(=O)C1=NC=2C(CCCC2C=C1)(F)F)C(=O)OC